4-chloro-3-((4-hydroxy-4-methylpent-2-yn-1-yl)oxy)-5-nitrobenzamide ClC1=C(C=C(C(=O)N)C=C1[N+](=O)[O-])OCC#CC(C)(C)O